tert-butyl ((6-chloro-5-hydroxypyridin-2-yl)methyl)carbamate ClC1=C(C=CC(=N1)CNC(OC(C)(C)C)=O)O